(3-fluoropyrazin-2-yl)methanol FC=1C(=NC=CN1)CO